[O-2].[Zr+4].[Pt+2].[O-2].[O-2] platinum-zirconium oxide